CC=1N=C(SC1C)NC(=O)[C@@H]1CN(CC[C@H]1NC(=O)C1=NOC(=C1)C1=C(C=C(C=C1)F)F)C1CCCCC1 (3R,4R)-1-cyclohexyl-4-{[5-(2,4-difluoro-phenyl)-isoxazole-3-carbonyl]-amino}-piperidine-3-carboxylic acid (4,5-dimethyl-thiazol-2-yl)-amide